C12C3CC4C(C5C3C(CC3C(CC51)O3)C2)O4 4,5:10,11-diepoxytetracyclo[6.5.1.02,7.06,13]tetradecane